2-[3-[4-[(5-Cyclopropyl-1H-pyrazol-3-yl)amino]pyrimidin-2-yl]-3-azabicyclo[3.1.1]heptan-1-yl]propan-2-ol C1(CC1)C1=CC(=NN1)NC1=NC(=NC=C1)N1CC2(CC(C1)C2)C(C)(C)O